C(C)(C)(C)OC(NC1=NC(=CC=C1)C=O)=O (6-FORMYL-PYRIDIN-2-YL)-CARBAMIC ACID TERT-BUTYL ESTER